(2-chlorophenoxy)cyclopropane-1-carboxylate ClC1=C(OC2(CC2)C(=O)[O-])C=CC=C1